(R)-N-(amino(5-(2-hydroxypropan-2-yl)thiazol-2-yl)(oxo)-λ6-sulfaneylidene)-2-(3-fluoro-2,6-diisopropylphenyl)acetamide N[S@](=NC(CC1=C(C(=CC=C1C(C)C)F)C(C)C)=O)(=O)C=1SC(=CN1)C(C)(C)O